1-((2R,4R,5R)-5-(((tert-butyldimethylsilyl)oxy)methyl)-3,3-difluoro-5-(iodomethyl)-4-((4-methoxyphenyl)diphenylmethoxy)tetrahydrofuran-2-yl)pyrimidine-2,4(1H,3H)-dione [Si](C)(C)(C(C)(C)C)OC[C@@]1([C@H](C([C@@H](O1)N1C(NC(C=C1)=O)=O)(F)F)OC(C1=CC=CC=C1)(C1=CC=CC=C1)C1=CC=C(C=C1)OC)CI